FC1(C(CNCC1)C=1C=C(C(N(C1)CC(F)(F)F)=O)C)F 5-(4,4-difluoropiperidin-3-yl)-3-methyl-1-(2,2,2-trifluoroethyl)pyridin-2(1H)-one